1-[9-(4,4,5,5-tetramethyl-1,3,2-dioxaborolan-2-yl)-3-azaspiro[5.5]-undec-8-en-3-yl]prop-2-en-1-one CC1(OB(OC1(C)C)C1=CCC2(CCN(CC2)C(C=C)=O)CC1)C